1-(2,4-dimethoxyphenyl)-2-methyl-5,8,11,14-tetraoxa-2-azahexadecan-16-ol COC1=C(C=CC(=C1)OC)CN(CCOCCOCCOCCOCCO)C